Cl.C(C1=CC=CC=C1)NCCC1CCC(CC1)(F)F N-benzyl-2-(4,4-difluorocyclohexyl)ethanamine hydrochloride